ClC1=NC=C(C(=C1)N1CC2(CC1)CCN(CC2)C(=O)OC(C)(C)C)I tert-butyl 2-(2-chloro-5-iodopyridin-4-yl)-2,8-diazaspiro[4.5]decan-8-carboxylate